aluminum tris-hydroxynitrosoaniline OC=1C(=C(N(N=O)O)C=CC1)O.[Al]